2-benzyl-1,2,5-thiadiazolidine 1,1-dioxide C(C1=CC=CC=C1)N1S(NCC1)(=O)=O